4-Acetylamino-4'-isothiocyanatostilbene-2,2'-disulfonic acid disodium salt [Na+].[Na+].C(C)(=O)NC=1C=C(C(=CC1)C=CC=1C(=CC(=CC1)N=C=S)S(=O)(=O)[O-])S(=O)(=O)[O-]